NC1=C(C(=O)NC(C)C)C=C(C=N1)C1=C(C=C(C=C1)NC(CC1=CC(=CC=C1)OC)=O)C 2-amino-N-isopropyl-5-(4-(2-(3-methoxyphenyl)acetamido)-2-methylphenyl)nicotinamide